tert-Butyl 3-(7-bromo-4-methoxybenzo[d]oxazol-2-yl)-3,6-diazabicyclo[3.1.1]heptane-6-carboxylate BrC1=CC=C(C=2N=C(OC21)N2CC1N(C(C2)C1)C(=O)OC(C)(C)C)OC